N4-(2-(methylsulfonyl)phenyl)pyrimidine-4,6-diamine CS(=O)(=O)C1=C(C=CC=C1)NC1=NC=NC(=C1)N